O=C1C(=C2N(N1C1=CC=CC=C1)CCC2)C(=O)N 2-oxo-1-phenyl-4H,5H,6H-pyrrolo[1,2-b]pyrazole-3-carboxamide